C1(CCCCC1)P(C1(C(=CC=CC1)C1=CC=C(C=C1C(C)C)C(C)C)C(C)C)C1CCCCC1 2-dicyclohexylphosphino-2,4',6'-triisopropyl-1,1'-biphenyl